FC1=C(CN2C(N(C(C3=CC=C(C=C23)C(=O)NCC2=C(C=C(C=C2F)F)F)C)C)=O)C(=CC=C1)NS(=O)(=O)C 1-(2-fluoro-6-(methylsulfonamido)benzyl)-3,4-dimethyl-2-oxo-N-(2,4,6-trifluorobenzyl)-1,2,3,4-tetrahydro-quinazoline-7-carboxamide